BrC1=CC(=NC=C1C)C 4-bromo-2,5-lutidine